1-(p-tolyl)butan-1-one tert-butyl-N-[9-[4-[6-[2-[(6-cyano-4-quinolyl)amino]ethyl]naphthalene-2-carbonyl]piperazin-1-yl]-9-oxo-nonyl]carbamate C(C)(C)(C)OC(NCCCCCCCCC(=O)N1CCN(CC1)C(=O)C1=CC2=CC=C(C=C2C=C1)CCNC1=CC=NC2=CC=C(C=C12)C#N)=O.C1(=CC=C(C=C1)C(CCC)=O)C